ethyl 2-((6-isopropylbenzo[d]oxazol-2-yl) amino)-1-methyl-1H-benzo[d]imidazole-5-carboxylate C(C)(C)C1=CC2=C(N=C(O2)NC2=NC3=C(N2C)C=CC(=C3)C(=O)OCC)C=C1